FC1=CC=C(C(=O)NC23CC4CC(CC(C2)C4)(C3)NC(=O)C3=CC=C(C=C3)F)C=C1 4-fluoro-N-(3-{[(4-fluorophenyl)carbonyl]amino}tricyclo[3.3.1.13,7]dec-7-yl)benzamide